6-bromo-1-(2,2,2-trifluoroethyl)-1H-benzo[d]imidazole BrC=1C=CC2=C(N(C=N2)CC(F)(F)F)C1